N[C@@H]1CCCC12CCN(CC2)C2=NC=C(C=1N2C=CN1)SC1=C2C(C(NC2=CC=C1)=O)=O (R)-4-((5-(1-amino-8-azaspiro[4.5]decan-8-yl)imidazo[1,2-c]pyrimidin-8-yl)thio)indoline-2,3-dione